BrC=1C=C(C=CC1)S(=O)(=O)N(C)C1=CC=C(C=C1)N1C2=C(NC(CC1=O)=O)C1=CC=CC=C1C=C2 3-Bromo-N-[4-(2,4-dioxo-1,2,3,4-tetrahydronaphtho[1,2-b][1,4]diazepin-5-yl)phenyl]-N-methylbenzenesulfonamide